tert-butyl (S)-(1-oxo-3-(pyridin-3-yl)propan-2-yl)carbamate O=C[C@H](CC=1C=NC=CC1)NC(OC(C)(C)C)=O